CC1=CC=C(CN2CCNCCC2)C=C1 1-(4-methylbenzyl)homopiperazine